C(C)N(C(C(C)O)=O)CCN1CCC(CC1)C1=CNC2=CC=CC=C12 N-ethyl-2-hydroxy-N-{2-[4-(1H-indol-3-yl)piperidin-1-yl]ethyl}propionamide